N1(CCC1)C=1C=NC(=NC1)C=1C[C@@H](N(CC1)C=1N=C(C2=C(N1)CC[S@]2=O)NC2(CCC2)CO)C (R)-2-((S)-4-(5-(azetidin-1-yl)pyrimidin-2-yl)-2-methyl-3,6-dihydropyridin-1(2H)-yl)-4-((1-(hydroxymethyl)cyclobutyl)amino)-6,7-dihydrothieno[3,2-d]pyrimidine 5-oxide